C(C=C)[NH-] prop-2-enylamide